CN1C(C(=C(C2=CC=C(C=C12)C)N1CCC(CC1)(C=1OC2=C(N1)C=C(C=C2)C)C)C#N)=O 1,7-dimethyl-4-[4-methyl-4-(5-methyl-1,3-benzooxazol-2-yl)piperidin-1-yl]-2-oxo-1,2-dihydroquinoline-3-carbonitrile